3,3',4-triaminobiphenyl NC=1C=C(C=CC1N)C1=CC(=CC=C1)N